The molecule is a nucleotide-sugar oxoanion that is the conjugate base of dTDP-beta-L-vancosamine, arising from deprotonation of the diphosphate group and protonation of the amino group; major species at pH 7.3. It is a conjugate base of a dTDP-beta-L-vancosamine. C[C@H]1[C@H]([C@@](C[C@H](O1)OP(=O)([O-])OP(=O)([O-])OC[C@@H]2[C@H](C[C@@H](O2)N3C=C(C(=O)NC3=O)C)O)(C)[NH3+])O